CN1N=C(C(=C1C)C=1C=CC=2N(C1)N=CC2)C 6-(1,3,5-trimethyl-1H-pyrazol-4-yl)pyrazolo[1,5-a]pyridine